2-(4-Cyano-phenoxy)-N-(5,6-dimethoxy-benzothiazol-2-yl)-2-(4-ethoxy-phenyl)-acetamide C(#N)C1=CC=C(OC(C(=O)NC=2SC3=C(N2)C=C(C(=C3)OC)OC)C3=CC=C(C=C3)OCC)C=C1